CC1CN(CC=C1C1=C2C(=NC(=C1)NC(=O)C1CC1)NC=C2)C(=O)C2=CN=C(S2)C N-(4-(3-methyl-1-(2-methylthiazole-5-carbonyl)-1,2,3,6-tetrahydropyridin-4-yl)-1H-pyrrolo[2,3-b]pyridin-6-yl)cyclopropylcarboxamide